(1S)-2,2-difluoro-N-[(1R,5S,6S)-3-{5-fluoro-2-[(1-methyl-1H-pyrazol-4-yl)amino]pyrimidin-4-yl}-6-methyl-3-azabicyclo[3.1.0]hex-1-yl]cyclopropanecarboxamide FC1([C@@H](C1)C(=O)N[C@]12CN(C[C@@H]2[C@@H]1C)C1=NC(=NC=C1F)NC=1C=NN(C1)C)F